3-Methyl-6-(1H-pyrazol-1-yl)-1,2,4,5-tetrazine CC=1N=NC(=NN1)N1N=CC=C1